4-phenylbutan-2-one C1(=CC=CC=C1)CCC(C)=O